SC1=CC=C(C=C1)C=1N(C=NN1)C1=CC=C(C=C1)Cl 5-p-sulfanylphenyl-4-p-chlorophenyl-1,2,4-triazole